FC(N1N=C(C=C1)C=1C=C(C=CC1C#N)C1=CC=C(C=C1)F)F 3-(1-(difluoromethyl)-1H-pyrazol-3-yl)-4'-fluoro-[1,1'-biphenyl]-4-carbonitrile